N-(5-(3-(trifluoromethyl)phenoxy)tetrahydro-2H-pyran-3-yl)acrylamide FC(C=1C=C(OC2CC(COC2)NC(C=C)=O)C=CC1)(F)F